benzotriazol-1-yl-oxytris(pyrrolidinyl)-phosphonium hexafluorophosphate F[P-](F)(F)(F)(F)F.N1(N=NC2=C1C=CC=C2)O[P+](N2CCCC2)(N2CCCC2)N2CCCC2